O=C(C(=O)[O-])C(=O)[O-] oxomalonate